NC=1C=2N(C3=CC(=CC=C3N1)C(=O)N(C)[C@@H]1COC(C3=CC(=CC=C13)F)C)C=NC2 4-amino-N-((4S)-7-fluoro-1-methylisochroman-4-yl)-N-methylimidazo[1,5-a]quinoxaline-8-carboxamide